ClC=1C=C(CCNC(CC)C=2C=C(N)C=CC2)C=CC1C(F)(F)F 3-(1-((3-chloro-4-(trifluoromethyl)phenethyl)-amino)propyl)aniline